ClC1=C(C=CC(=C1)Cl)N1N=C(NC1=O)C 2-(2,4-dichlorophenyl)-5-methyl-2,4-dihydro-3H-1,2,4-triazol-3-one